C1(=CC=CC=C1)C=1N=C2N(COC3=C2C=NC=C3)C1 2-phenyl-5H-imidazo[1,2-c]pyrido[3,4-e][1,3]oxazine